2-[[7-amino-1-oxo-4-(4,4,5,5-tetramethyl-1,3,2-dioxaborolan-2-yl)isoindolin-2-yl]methyl]prop-2-enenitrile NC=1C=CC(=C2CN(C(C12)=O)CC(C#N)=C)B1OC(C(O1)(C)C)(C)C